(S)-4-ethoxy-6-(1-(7-(2-(ethyl(methyl)amino)ethyl)-5-(1-ethyl-4-methyl-6-oxo-1,6-dihydropyridin-3-yl)-1-oxo-3,4-dihydroisoquinolin-2(1H)-yl)ethyl)nicotinonitrile C(C)OC1=CC(=NC=C1C#N)[C@H](C)N1C(C2=CC(=CC(=C2CC1)C1=CN(C(C=C1C)=O)CC)CCN(C)CC)=O